BrC=1C=CC(=C(C1)NC(CC(OC)OC)=O)I N-(5-bromo-2-iodophenyl)-3,3-dimethoxypropanamide